Cl.ClC=1C=C(C=CC1C)NC1N(C(=NC(=N1)N)N1CCOCC1)C=1C=C(C=CC1)C N-(3-Chloro-4-methylphenyl)-6-morpholin-4-yl-N1-m-tolyl-[1,3,5]triazine-2,4-diamine hydrochloride